11-(3-(diethylamino)propyl)-5,17-dihexyl-7,15-dioxo-6,8,14,16-tetraoxa-11-azahenicosanedioate C(C)N(CCCN(CCOC(OC(CCCC(=O)[O-])CCCCCC)=O)CCOC(OC(CCCC(=O)[O-])CCCCCC)=O)CC